4-fluoro-2-azaadamantan-2-amine FC1C2N(C3CC(CC1C3)C2)N